(1R,2S,4S,5R)-4-(Dimethoxymethyl)-5-(hydroxymethyl)cyclohexane-1,2-diol COC([C@H]1C[C@@H]([C@@H](C[C@H]1CO)O)O)OC